CN1N=CC=2C(=CC=CC12)C(=O)NCC(=O)O (1-methyl-1H-indazole-4-carbonyl)glycine